Anilinsulfat C1=CC=C(C=C1)NOS(=O)(=O)O